C1=C(C=CC=2OC3=C(C21)C=CC=C3)CNC3=CN=CN(C3=O)CC(=O)O 2-[5-(dibenzofuran-2-ylmethylamino)-6-oxo-pyrimidin-1-yl]acetic acid